3-Methyl-7-(1-(4-methylpyridazin-3-yl)piperidin-4-yl)-5-((3-(trifluoromethyl)pyridin-2-yl)methyl)pyrido[2,3-b]pyrazin-6(5H)-one CC1=CN=C2C(=N1)N(C(C(=C2)C2CCN(CC2)C=2N=NC=CC2C)=O)CC2=NC=CC=C2C(F)(F)F